N-(3-methoxybenzyl)-4-((2-(3-methoxybenzyloxy)ethoxy)methyl)-N-(3-(4-methylpiperazin-1-yl)benzyl)oxazol-2-amine COC=1C=C(CN(C=2OC=C(N2)COCCOCC2=CC(=CC=C2)OC)CC2=CC(=CC=C2)N2CCN(CC2)C)C=CC1